1-(2,2-dibromovinyl)-2-fluorobenzene BrC(=CC1=C(C=CC=C1)F)Br